ClC1=NC(=CC=C1)N1C=NC(=C1)I Chloro-6-(4-iodo-1H-imidazol-1-yl)pyridine